(+/-)-4-[4-(2,6-difluoro-4-{[5-(hydroxymethyl)-5-methyl-5,6-dihydro-4H-1,3-oxazin-2-yl]amino}phenoxy)-1H-pyrrolo[2,3-b]pyridin-3-yl]-2-fluorobenzonitrile FC1=C(OC2=C3C(=NC=C2)NC=C3C3=CC(=C(C#N)C=C3)F)C(=CC(=C1)NC=1OC[C@@](CN1)(C)CO)F |r|